C(C)(C)C1=C(C=CC=C1)[C@@H]1N(CCC1)C1CC2(C1)CCNCC2 (R)-2-(2-(2-isopropylphenyl)pyrrolidin-1-yl)-7-azaspiro[3.5]nonane